4-(piperazin-1-yl)benzonitrile 2HCl Cl.Cl.N1(CCNCC1)C1=CC=C(C#N)C=C1